ClC1=NC2=CC(=CC=C2C=C1/C=C/C(=O)C1=CC=C(C=C1)C=1C=NC(=CC1)Cl)OCC (E)-3-(2-Chloro-7-ethoxyquinolin-3-yl)-1-(4-(6-chloropyridin-3-yl)phenyl)prop-2-en-1-one